3-trifluoromethylbenzylamine FC(C=1C=C(CN)C=CC1)(F)F